ethyl 3-(2-methyl-1,3-oxazol-4-yl)prop-2-enoate CC=1OC=C(N1)C=CC(=O)OCC